tert-butyl ((1S,3r)-3-(5-(5-ethoxypyridin-2-yl)-4-(2-fluorophenyl)-4H-1,2,4-triazol-3-yl)cyclobutyl)carbamate C(C)OC=1C=CC(=NC1)C=1N(C(=NN1)C1CC(C1)NC(OC(C)(C)C)=O)C1=C(C=CC=C1)F